CC1CCNC(OCC2=CC=CC(C3=NN(C=4C=CC(O1)=CC34)C3OCCCC3)=C2)=O 13-methyl-19-(oxan-2-yl)-8,14-dioxa-10,19,20-triazatetracyclo[13.5.2.12,6.018,21]tricosa-1(20),2(23),3,5,15(22),16,18(21)-heptaen-9-one